C(#N)C1=CC(=C(C(=O)OC(C)(C)C)C=C1O)OC tert-Butyl 4-cyano-5-hydroxy-2-methoxybenzoate